2-(4-fluorophenyl)-3-methylbutanoic acid FC1=CC=C(C=C1)C(C(=O)O)C(C)C